N[C@H]1CS(C2=C(N(C1=O)CC1=CC=C(C=C1)C1=NOC(=N1)C(F)(F)F)C=C(C(=C2)F)C=2C=NC=C(C2)C(C)(C)S(=O)(=O)C)(=O)=O (3R)-3-amino-8-fluoro-1,1-diketo-7-[5-(1-methanesulfonyl-1-methyl-ethyl)-3-pyridinyl]-5-[4-[5-(trifluoromethyl)-1,2,4-oxadiazol-3-yl]benzyl]-2,3-dihydro-1λ6,5-benzothiazepine-4-One